2,2'-bis(cyclohexylthio)-1,1'-biphenyl C1(CCCCC1)SC1=C(C=CC=C1)C1=C(C=CC=C1)SC1CCCCC1